FC=1C=C(C(C(=O)O[C@]23C=CC[C@H](CC2)N3C)(O)C3=CC(=C(C=C3)F)F)C=CC1F tropenol 3,3',4,4'-tetrafluorobenzilate